4-Hydroxy-4-methylpiperidine-1-carboxylic acid (4-fluoromethoxy-7-morpholin-4-yl-thiazolo[4,5-c]pyridin-2-yl)-amide FCOC1=NC=C(C2=C1N=C(S2)NC(=O)N2CCC(CC2)(C)O)N2CCOCC2